C1CN(CCC12CCNCC2)CC2CCC(CC2)N2CC(=CC=C2)Cl 1-((1R,4R)-4-((3,9-diazaspiro[5.5]undec-3-yl)methyl)cyclohexyl)-3-chloro-1H-pyridine